Imino-biotin N=C(C(O)=O)CCC[C@@H]1SC[C@@H]2NC(=O)N[C@H]12